C1(CCC1)OC=1C=C(C=NC1)S(=O)(=O)NC(NC1=C2CCCC2=CC(=C1C1=CC=2N(C=C1)N=CC2)C)=O 5-cyclobutoxy-N-((6-methyl-5-(pyrazolo[1,5-a]pyridin-5-yl)-2,3-dihydro-1H-inden-4-yl)carbamoyl)pyridine-3-sulfonamide